C(=O)(O)CCC(=O)NCC[C@@](C(=O)OCC)(C)CC1=CC=C(C=C1)C1=CC=CC=C1 ethyl N-(3-carboxy-1-oxopropyl)-(4S)-(p-phenylphenylmethyl)-4-amino-2R-methylbutanoate